FC1=C(C=C(C=C1)F)C(C)C1=NN2C(N=C(C=C2)NC)=C1N (1-(2,5-difluorophenyl)ethyl)-N5-methylpyrazolo[1,5-a]Pyrimidine-3,5-diamine